N(=[N+]=[N-])CCCN1CCN(CC1)CCCSC1=C2CN(C(C2=CC=C1)=O)C1C(NC(CC1)=O)=O 3-(4-((3-(4-(3-azidopropyl)piperazin-1-yl)propyl)thio)-1-oxoisoindolin-2-yl)piperidine-2,6-dione